O=C1NC2=CC=CC=C2C1 2-oxo-3H-indol